4-(4-aminochroman-3-yl)-2,2-dimethylbutanenitrile NC1C(COC2=CC=CC=C12)CCC(C#N)(C)C